methyl 5-(4-(4-fluoropyrazolo[1,5-a]pyridin-2-yl)-1,4,6,7-tetrahydro-5H-imidazo[4,5-c]pyridin-5-yl)pyrazine-2-carboxylate FC=1C=2N(C=CC1)N=C(C2)C2N(CCC1=C2N=CN1)C=1N=CC(=NC1)C(=O)OC